FC(/C=C/[C@@H]1[C@H]([C@H](C[C@H]1O)O)C\C=C/CCCC(=O)OC(C)C)(COC1=CC=CC=C1)F 1-methylethyl (5Z)-7-{(1R,2R,3R,5S)-2-[(1E)-3,3-difluoro-4-phenoxy-1-butenyl]-3,5-dihydroxycyclopentyl}5-heptenoate